N[C@H](C(=O)O)[C@@H](C)C1=CN(C2=CC=CC=C12)C(=O)OC(C)(C)C (2S,3S)-2-amino-3-(1-(tert-butoxycarbonyl)-1H-indol-3-yl)butanoic acid